5-methyl-4-phenyl-1H-pyrrole-2-carboxamide trifluoroacetate FC(C(=O)O)(F)F.CC1=C(C=C(N1)C(=O)N)C1=CC=CC=C1